4-(4-dimethylaminostyryl)methylpyridine p-toluenesulfonate CC1=CC=C(C=C1)S(=O)(=O)O.CN(C1=CC=C(C=CCC2=CC=NC=C2)C=C1)C